4-(2-methoxyphenyl)nicotinamide COC1=C(C=CC=C1)C1=CC=NC=C1C(=O)N